BrC=1C=C(C=CC1)C1=C(NC2=C(C=CC=C12)C)C(=O)O 3-(3-bromophenyl)-7-methyl-1H-indole-2-carboxylic acid